C(C)(C)(C)OC(=O)N1CCC(CC1)C1=CC=C2C(C(N(C(C2=C1)=O)CC1=NC=C(C=C1)C=1OC(=NN1)C(F)F)=O)(C)C 4-(2-((5-(5-(difluoromethyl)-1,3,4-oxadiazol-2-yl)pyridin-2-yl)methyl)-4,4-dimethyl-1,3-dioxo-1,2,3,4-tetrahydroisoquinolin-7-yl)piperidine-1-carboxylic acid tert-butyl ester